CN(C(=O)C1(CC1)C(=O)OC)C methyl 1-(dimethylcarbamoyl)cyclopropane-1-carboxylate